4-[[(2R,3R,4S,5S)-3-[2-[(3,3-Difluorocyclobutyl)methoxy]-3,4-difluoro-phenyl]-4,5-dimethyl-5-(trifluoromethyl)tetrahydrofuran-2-carbonyl]amino]pyridin-2-carboxamid FC1(CC(C1)COC1=C(C=CC(=C1F)F)[C@@H]1[C@@H](O[C@@]([C@H]1C)(C(F)(F)F)C)C(=O)NC1=CC(=NC=C1)C(=O)N)F